ON1N=NC2=C1C=CC=C2 1-hydroxy-benzotriazol